1-(tert-butyl) 2-Methyl (S)-4-(4-((4-chloro-5-(trifluoromethyl)pyrimidin-2-yl)amino)-3-cyclopropylphenyl)piperazine-1,2-dicarboxylate ClC1=NC(=NC=C1C(F)(F)F)NC1=C(C=C(C=C1)N1C[C@H](N(CC1)C(=O)OC(C)(C)C)C(=O)OC)C1CC1